C(CCCCCC)C1OC2=CC(=CC=C2C(C1)NCC1=CC(=C(C=C1)F)F)OC heptyl-4-(3,4-difluorobenzylamino)-7-methoxychroman